N-[3-[2-[5-[(3R)-3-aminopiperidine-1-carbonyl]-7-methoxy-1-methyl-benzoimidazol-2-yl]-1,9-diazatricyclo[6.3.1.04,12]dodeca-2,4(12),5,7-tetraen-9-yl]cyclobutyl]acetamide N[C@H]1CN(CCC1)C(=O)C1=CC2=C(N(C(=N2)C=2N3CCN(C4=CC=CC(C2)=C34)C3CC(C3)NC(C)=O)C)C(=C1)OC